3-[[4-[(E)-3-[4-[2-(Ethylamino)-2-oxoethoxy]phenyl]prop-2-enoyl]phenyl]sulfonylamino]propanoic acid C(C)NC(COC1=CC=C(C=C1)/C=C/C(=O)C1=CC=C(C=C1)S(=O)(=O)NCCC(=O)O)=O